OC(CCCCCCCCCCCCCCCCCCCCCCC(=O)O)CCCC 24-Hydroxy-octacosanoic acid